3-(7-(4-((4-(2-(3-chloro-5-cyanophenyl)prop-2-yl)phenoxy)methyl)pyrimidin-2-yl)-2,7-Diazaspiro[3.5]nonan-2-yl)azetidine-1-carboxylate ClC=1C=C(C=C(C1)C#N)C(C)(C)C1=CC=C(OCC2=NC(=NC=C2)N2CCC3(CN(C3)C3CN(C3)C(=O)[O-])CC2)C=C1